CC1N(C(C2=CC=C(C=C12)C1NCCCC1)=O)C1C(NC(CC1)=O)=O 3-(3-methyl-1-oxo-5-(piperidin-2-yl)isoindolin-2-yl)piperidine-2,6-dione